tert-butyl 3-(3-(chloromethyl)benzofuran-5-yl)benzylcarbamate ClCC1=COC2=C1C=C(C=C2)C=2C=C(CNC(OC(C)(C)C)=O)C=CC2